(±)-2-(3-(2-(7-Bromobenzofuran-5-yl)-2-hydroxy-ethoxy)-2-(methoxymethoxy)phenyl)ethyl acetate C(C)(=O)OCCC1=C(C(=CC=C1)OC[C@H](O)C=1C=C(C2=C(C=CO2)C1)Br)OCOC |r|